FC(CNC=1N=CC2=C(N1)NC=C2C2=CC=1N(C=C2)N=CC1C(=O)N1CCCCC1)(C)F (5-(2-((2,2-difluoropropyl)amino)-7H-pyrrolo[2,3-d]pyrimidin-5-yl)pyrazolo[1,5-a]pyridin-3-yl)(piperidin-1-yl)methanone